FC1(CCN(CC1)S(=O)(=O)C1=C(C=C(C=C1)OC(C)C)C1=C(C=CC=C1)C)C(=O)N[C@H](C)\C=C/S(=O)(=O)C (R,Z)-4-fluoro-1-((5-isopropoxy-2'-methyl-[1,1'-biphenyl]-2-yl)sulfonyl)-N-(4-(methylsulfonyl)but-3-en-2-yl)piperidine-4-carboxamide